C(=O)(O)CN(CCCS(=O)(=O)[O-])CCCCCCCCCCCC.[Na+].[Na+].C(=O)(O)CN(CCCCCCCCCCCC)CCCS(=O)(=O)[O-] disodium 3-(N-carboxymethyl-dodecylamino)propane-1-sulfonate